CC1CCN(CC1)C(=O)C1(CCOCC1)C 4-methyl-1-(4-methyltetrahydro-2H-pyran-4-carbonyl)piperidin